The molecule is a trans-2-enoyl-CoA that is the S-sinapoyl derivative of coenzyme A. It is a trans-2-enoyl-CoA and a monounsaturated fatty acyl-CoA. It derives from a coenzyme A. It is a conjugate acid of a sinapoyl-CoA(4-). CC(C)(COP(=O)(O)OP(=O)(O)OC[C@@H]1[C@H]([C@H]([C@@H](O1)N2C=NC3=C(N=CN=C32)N)O)OP(=O)(O)O)[C@H](C(=O)NCCC(=O)NCCSC(=O)/C=C/C4=CC(=C(C(=C4)OC)O)OC)O